5-(5-((R)-1-(3,5-dimethylpyridazin-4-yl)ethoxy)-6-methoxy-1H-indazol-3-yl)-2-((R)-3-hydroxypyrrolidin-1-yl)nicotinonitrile CC=1N=NC=C(C1[C@@H](C)OC=1C=C2C(=NNC2=CC1OC)C=1C=NC(=C(C#N)C1)N1C[C@@H](CC1)O)C